7-bromo-N-(2,4-dimethoxybenzyl)-N-(2-(piperidin-1-yl)ethyl)oxazolo[4,5-c]pyridin-2-amine BrC=1C2=C(C=NC1)N=C(O2)N(CCN2CCCCC2)CC2=C(C=C(C=C2)OC)OC